N1CC(C1)OC1CCN(CC1)CCCCCOC=1C=C2C(N(C(C2=CC1)=O)C1C(NC(CC1)=O)=O)=O 5-[5-[4-(azetidin-3-yloxy)-1-piperidinyl]pentoxy]-2-(2,6-dioxo-3-piperidinyl)isoindoline-1,3-dione